FC1=C(C=C(CN2C3=C(C(=C(CC2=O)C(=O)NC)O)C=CC=C3)C=C1)C(F)(F)F 1-(4-fluoro-3-(trifluoromethyl)benzyl)-5-hydroxy-N-methyl-2-oxo-2,3-dihydro-1H-benzo[b]azepine-4-carboxamide